(7-bromo-4-chloro-pyrazolo[1,5-a]pyridin-2-yl)methoxy-tert-butyl-dimethyl-silane BrC1=CC=C(C=2N1N=C(C2)CO[Si](C)(C)C(C)(C)C)Cl